N1N=NN=C1C1=NC=CC(=C1)N (1H-tetrazol-5-yl)pyridin-4-amine